(1r,3r)-3-(3-chloro-4-fluorophenoxy)-N-(isoquinolin-5-ylmethyl)cyclobutan-1-amine ClC=1C=C(OC2CC(C2)NCC2=C3C=CN=CC3=CC=C2)C=CC1F